3,3-Dimethyl-2-butanone CC(C(C)=O)(C)C